COC1=CC=C(C=C1)CN1N=C(C2=CC(=CC=C12)C(C)=O)C 1-[1-[(4-methoxyphenyl)methyl]-3-methylindazol-5-yl]ethanone